maleimidocaproyl-valinate C1(C=CC(N1CCCCCC(=O)N[C@@H](C(C)C)C(=O)[O-])=O)=O